OC([C@@H](C1=CC=C(C=C1)OC[C@H](CCC)C([2H])([2H])[2H])NC(OC(C)(C)C)=O)(C)C tert-Butyl ((R)-2-hydroxy-2-methyl-1-(4-(((S)-2-(methyl-d3)pentyl)oxy)phenyl)propyl)carbamate